2-[3-(aminomethyl)-2-fluoro-6-(trifluoromethyl)phenyl]-3,5,6,7-Tetrahydro-4H-cyclopenta[d]pyrimidin-4-one NCC=1C(=C(C(=CC1)C(F)(F)F)C=1NC(C2=C(N1)CCC2)=O)F